(S)-1-(3-fluoro-4-phenoxyphenyl)ethanamine FC=1C=C(C=CC1OC1=CC=CC=C1)[C@H](C)N